2-(3,4,5-trimethoxyphenyl)-4H-chromen-4-one COC=1C=C(C=C(C1OC)OC)C=1OC2=CC=CC=C2C(C1)=O